CN1N=C(C=C1)C(=O)O 1-methylpyrazolecarboxylic acid